BrC=1C=C2CN(CC2=CC1)C=1OC(=NN1)CC 2-(5-Bromoisoindolin-2-yl)-5-ethyl-1,3,4-oxadiazole